CO[Si](OC)(OC)CCCC=CCN 3-(trimethoxysilylpropyl)-2-Propen-1-amine